FC(C=1C=CC(=NC1)O[C@H]1CN(CC1)C1=C(C=CC=C1)CN)(F)F (R)-(2-(3-(5-(trifluoromethyl)pyridin-2-yloxy)pyrrolidin-1-yl)phenyl)methylamine